O=C1NC(C(C2=CC=CC=C12)C(=O)N)C1=CC=C(C=C1)C(F)(F)F 1-oxo-3-(4-(trifluoromethyl)phenyl)-1,2,3,4-tetrahydroisoquinoline-4-carboxamide